C12(CC3CC(CC(C1)C3)C2)NCNC(=O)NCCSC=2C=C3CN(C(C3=CC2)=O)C2C(NC(CC2)=O)=O 1-(((adamantan-1-yl)amino)methyl)-3-(2-((2-(2,6-dioxopiperidin-3-yl)-1-oxoisoindolin-5-yl)thio)ethyl)urea